(S)-1-(2-fluoro-6-((3-hydroxypropyl)amino)benzyl)-3,4-dimethyl-2-oxo-N-(2,4,6-trifluorobenzyl)-1,2,3,4-tetrahydroquinazoline-7-carboxamide FC1=C(CN2C(N([C@H](C3=CC=C(C=C23)C(=O)NCC2=C(C=C(C=C2F)F)F)C)C)=O)C(=CC=C1)NCCCO